BrC=1N(C(C2=CN=C(C=C2C1)Cl)=O)C bromo-6-chloro-2-methyl-2,7-naphthyridin-1-one